2-(2-aminothiazol-4-yl)-N-(4-(2-(phenethylamino)ethyl)phenyl)acetamide NC=1SC=C(N1)CC(=O)NC1=CC=C(C=C1)CCNCCC1=CC=CC=C1